3-bromo-2-methyldihydro-2H-pyran-4(3H)-one BrC1C(OCCC1=O)C